2-(6-bromo-5-fluoropyridin-2-yl)sulfanylacetic acid BrC1=C(C=CC(=N1)SCC(=O)O)F